N-(8,9-difluoro-6-oxo-1,4,5,6-tetrahydro-2H-pyrano[3,4-c]isoquinolin-1-yl)-2-hydroxy-N-methyl-2,2-diphenylacetamide FC=1C(=CC=2C3=C(NC(C2C1)=O)COCC3N(C(C(C3=CC=CC=C3)(C3=CC=CC=C3)O)=O)C)F